4-cyclopropoxy-N-(2,6-dichlorophenyl)-2-({1-[(2R)-1-hydroxypropan-2-yl]-1H-pyrazol-4-yl}amino)pyrimidine-5-carboxamide C1(CC1)OC1=NC(=NC=C1C(=O)NC1=C(C=CC=C1Cl)Cl)NC=1C=NN(C1)[C@@H](CO)C